5-bromo-6-(3-methylbut-1-ynyl)-1H-indazole BrC=1C=C2C=NNC2=CC1C#CC(C)C